NC1=C(C(N(C2=CC(=CC=C12)Br)C1=CC(=CC=C1)N)=O)C(=O)OC methyl 4-amino-1-(3-aminophenyl)-7-bromo-2-oxo-1,2-dihydroquinoline-3-carboxylate